4-[5-(aminomethyl)pyridin-2-yl]-3-(5-morpholin-4-yl-1,3,4-oxadiazole-2-carbonyl)benzonitrile NCC=1C=CC(=NC1)C1=C(C=C(C#N)C=C1)C(=O)C=1OC(=NN1)N1CCOCC1